N-(5-(5-(((1R,5S,7s)-9-methyl-3-oxa-9-azabicyclo[3.3.1]nonan-7-yl)oxy)-2-(trifluoromethyl)pyridin-4-yl)pyrazolo[1,5-a]pyridin-2-yl)cyclopropanecarboxamide CN1[C@H]2COC[C@@H]1CC(C2)OC=2C(=CC(=NC2)C(F)(F)F)C2=CC=1N(C=C2)N=C(C1)NC(=O)C1CC1